N1(CCNCC1)C1CCC(NC1)NC(=N)N N-[5-(1-piperazinyl)-2-piperidinyl]guanidine